methyl (2S,3S,4R,5S,6S)-3,4,5-triacetoxy-6-[2-[5-[[(2S)-2-(tert-butoxycarbonylamino)-5-ureido-pentanoyl]amino]-2-(hydroxymethyl)phenyl]ethyl]tetrahydropyran-2-carboxylate C(C)(=O)O[C@@H]1[C@H](O[C@H]([C@@H]([C@H]1OC(C)=O)OC(C)=O)CCC1=C(C=CC(=C1)NC([C@H](CCCNC(=O)N)NC(=O)OC(C)(C)C)=O)CO)C(=O)OC